2-(2,6-Dioxo-3-piperidyl)-4-[3-[3-(methylamino)propoxy]propylamino]isoindoline-1,3-dione O=C1NC(CCC1N1C(C2=CC=CC(=C2C1=O)NCCCOCCCNC)=O)=O